7-bromo-1-methylisoquinoline BrC1=CC=C2C=CN=C(C2=C1)C